3-(sec-butyl)-N-(2-carbamoylbenzyl)-2-oxo-1,2,3,5-tetrahydro-4H-benzo[1,4]diazepine-4-carboxamide C(C)(CC)C1C(NC2=C(CN1C(=O)NCC1=C(C=CC=C1)C(N)=O)C=CC=C2)=O